C(CCCCCCCCC)(=O)N[C@@H](CC1=CNC=N1)C(=O)O N-decanoyl-L-histidine